O=C1NC(CCC1N1C(C=2C=C3C(=CC2C1=O)OC1(C(C3)(F)F)CCNCC1)=O)=O 7'-(2,6-Dioxopiperidin-3-yl)-3',3'-difluoro-3',4'-dihydro-6'H-spiro[piperidine-4,2'-pyrano[2,3-f]isoindole]-6',8'(7'H)-dione